C(=O)O.NC1CCN(CC1)C(=O)N1CCN(CC1)C(=O)C1=C(C=C(C=C1)NC=1C=2N(C=CN1)C(=CN2)C=2C(=NNC2)C(F)(F)F)Cl [4-(4-aminopiperidine-1-carbonyl)piperazin-1-yl]-[2-chloro-4-[[3-[3-(trifluoromethyl)-1H-pyrazol-4-yl]imidazo[1,2-a]pyrazin-8-yl]amino]phenyl]methanone formate